BrC=1C=2N(C=C(C1)OCC=C)N=CC2C#N 4-Bromo-6-allyloxypyrazolo[1,5-a]pyridine-3-carbonitrile